FC(COC(C(=O)N(CC1=NC=CC=C1)CC(C)C)=O)(F)F.C(C)OC(=C)C1=C(C=CC=C1)C1=NOC=C1 3-[2-(1-Ethoxyvinyl)phenyl]isoxazole 2,2,2-trifluoroethyl-2-[isobutyl(2-pyridylmethyl)amino]-2-oxo-acetate